C(C)OC(C[C@H](C)NC(C(C(=O)NC1=CC(=CC(=C1)F)F)C)=O)=O.NC1=CC=C2C(=CC(OC2=C1)=O)C1=C(C=C(C=C1)F)Cl 7-amino-4-(2-chloro-4-fluoro-phenyl)chromen-2-one Ethyl-(3S)-3-[[3-(3,5-difluoroanilino)-2-methyl-3-oxo-propanoyl]amino]butanoate